1-((3-(2-fluoroethyl)-4-hydroxyphenyl)amino)cyclobutanecarbonitrile FCCC=1C=C(C=CC1O)NC1(CCC1)C#N